4-azido-2-butanone N(=[N+]=[N-])CCC(C)=O